N-[7-(2-chloro-5-fluorophenyl)-7-hydroxy-9-oxo-8,9-dihydro-7H-pyrrolo[4,3-H]quinolin-6-yl]-5-fluoro-3-(trifluoromethyl)benzamide ClC1=C(C=C(C=C1)F)C1(NC(C=2C1=C(C=C1C=CC=NC21)NC(C2=CC(=CC(=C2)F)C(F)(F)F)=O)=O)O